methyl 5-methyl-1H-pyrazole-3-carboxylate CC1=CC(=NN1)C(=O)OC